N1CCC(CC1)C1=CC=C(C=C1)NC=1C(=NC=C(N1)N1CC2(COC2)CCC1)C(=O)N 3-((4-(piperidin-4-yl)phenyl)amino)-5-(2-oxa-6-azaspiro[3.5]nonan-6-yl)pyrazine-2-carboxamide